ClC1=C(C=NC2=CC(=C(C=C12)OC)OCC(C)(O)C)F 1-[(4-chloro-3-fluoro-6-methoxy-7-quinolyl)oxy]-2-methyl-propan-2-ol